N-(2-chloro-3-(trifluoro-methyl)benzyl)-5'-fluoro-6',7'-dihydro-5'H-spiro[oxirane-2,8'-quinoline]-5'-carboxamide ClC1=C(CNC(=O)C2(C=3C=CC=NC3C3(CC2)OC3)F)C=CC=C1C(F)(F)F